(6aR,9aR)-2-Chloro-7,8,9,9a-tetrahydrocyclopenta[5,6]pyrano[4,3-b]pyridin-5(6aH)-one ClC1=CC=C2C(=N1)[C@@H]1[C@H](OC2=O)CCC1